3-(5-(1,3,4-oxadiazol-2-yl)pyridin-3-yl)phenyl tetradecylcarbamate C(CCCCCCCCCCCCC)NC(OC1=CC(=CC=C1)C=1C=NC=C(C1)C=1OC=NN1)=O